CC1=C2C=CC(=NC2=CC=C1)C(F)(F)F 5-methyl-2-(trifluoromethyl)quinoline